4-(1-(2,6-dichlorobenzyl)-2-methyl-1H-pyrrolo[3,2-b]pyridin-6-yl)-6-methyl-1,6-dihydro-7H-pyrrolo[2,3-c]pyridin-7-one ClC1=C(CN2C(=CC3=NC=C(C=C32)C=3C2=C(C(N(C3)C)=O)NC=C2)C)C(=CC=C1)Cl